FC(C)(F)S(=O)(=O)C1=NC=CC=C1 2-((1,1-difluoroethyl)sulfonyl)pyridine